C(C)P([O-])(=O)[O-] ethanephosphonate